C(CCCCCCCCC)(=O)OC(CSCCCCC)CCCCC(CCCCC(CSCCCCC)OC(CCCCCCCCC)=O)NCCCCO[Si](C1=CC=CC=C1)(C1=CC=CC=C1)C(C)(C)C 7-((4-((tert-Butyldiphenylsilyl)oxy)butyl)amino)-1,13-bis(pentylthio)tridecane-2,12-diyl bis(decanoate)